BrC1=C2OC[C@@H](N3C(=NC(C(=C1)F)=C32)C)C (S)-6-Bromo-8-fluoro-2,3-dimethyl-3,4-dihydro-5-oxa-1,2a-diazaacenaphthylene